[Au].[Pt].[Ti] Titanium-platinum-gold